5-(N-(2-(4-(tert-Butoxycarbonyl)piperazin-1-yl)benzyl)-N-(2-morpholinoethyl)sulfamoyl)-3-methylbenzofuran-2-carboxylic acid C(C)(C)(C)OC(=O)N1CCN(CC1)C1=C(CN(S(=O)(=O)C=2C=CC3=C(C(=C(O3)C(=O)O)C)C2)CCN2CCOCC2)C=CC=C1